(2S,4R)-1-{(2S)-2-[2-(3-bromophenyl)acetamido]-3,3-dimethylbutyryl}-4-hydroxy-N-{(1S)-1-[4-(4-methyl-1,3-thiazol-5-yl)phenyl]ethyl}pyrrolidine-2-carboxamide BrC=1C=C(C=CC1)CC(=O)N[C@H](C(=O)N1[C@@H](C[C@H](C1)O)C(=O)N[C@@H](C)C1=CC=C(C=C1)C1=C(N=CS1)C)C(C)(C)C